COC=1C=C(N=NC1)C#C[Si](C)(C)C 5-methoxy-3-((trimethylsilyl)ethynyl)pyridazine